FC1(C(C=2C(=CN(C2CC1)C1=CC(=C(C=C1)F)CF)C(F)(F)F)O)F 5,5-difluoro-1-(4-fluoro-3-(fluoromethyl)phenyl)-3-(trifluoromethyl)-4,5,6,7-tetrahydro-1H-indol-4-ol